ClC=1C=C(C(=O)NC)C=C(C1)CN1N=C(C=C1)C1=CC(=NC=C1C)C1=CC=C(C=C1)F 3-chloro-5-((3-(2-(4-fluorophenyl)-5-methylpyridin-4-yl)-1H-pyrazol-1-yl)methyl)-N-methylbenzamide